4-(((3r,4r)-3-(4-(1H-tetrazol-5-yl)phenyl)-1-methylpiperidin-4-yl)methyl)-5,7-dimethyl-1H-indole N1N=NN=C1C1=CC=C(C=C1)[C@@H]1CN(CC[C@H]1CC1=C2C=CNC2=C(C=C1C)C)C